CC=1OC2=C(N1)C=C(C=C2)COC2=CC=CC(=N2)C2CCN(CC2)CC2=NC1=C(N2C[C@H]2OCC2)C=C(C=C1)C(=O)[O-] (S)-2-((4-(6-((2-methylbenzo[d]oxazol-5-yl)methoxy)pyridin-2-yl)piperidine-1-yl)methyl)-1-(oxetan-2-ylmethyl)-1H-benzo[d]imidazole-6-carboxylate